CC(C(C(=O)OC)C1=CC(=NO1)OCCCC#C)C methyl 3-methyl-2-(3-pent-4-ynoxyisoxazol-5-yl)butanoate